CN1N=CC2=CC(=CC=C12)CN1N=C2N(CCCC2)C1=O (5RS)-2-[(1-Methyl-1H-indazol-5-yl)methyl]-3-oxo-2,3,5,6,7,8-hexahydro[1,2,4]triazolo[4,3-a]pyridin